2-methyl-5-(phenylsulfonyl)benzofuran-3-carboxylic acid CC=1OC2=C(C1C(=O)O)C=C(C=C2)S(=O)(=O)C2=CC=CC=C2